OC1(CC1)C1=NN(C=N1)C1CC2(CN(C2)C(=O)N2CC3(C2)CCN(CC3)CC3=NOC(=C3)C(F)(F)F)C1 [6-[3-(1-hydroxycyclopropyl)-1,2,4-triazol-1-yl]-2-azaspiro[3.3]heptan-2-yl]-[7-[[5-(trifluoromethyl)isoxazol-3-yl]methyl]-2,7-diazaspiro[3.5]nonan-2-yl]methanone